tert-butyl (3-(2-bromo-6-fluorobenzyl)oxetan-3-yl)carbamat BrC1=C(CC2(COC2)NC(OC(C)(C)C)=O)C(=CC=C1)F